(1-(methylsulfonyl)piperidin-4-yl)methanesulfonic acid methyl ester COS(=O)(=O)CC1CCN(CC1)S(=O)(=O)C